(R)-2-(2-((4-amino-3-(4-(2,3-difluorophenoxy)-2-fluorophenyl)-1H-pyrazolo[3,4-d]pyrimidin-1-yl)methyl)pyrrolidine-1-carbonyl)-3-cyclopropylacrylonitrile NC1=C2C(=NC=N1)N(N=C2C2=C(C=C(C=C2)OC2=C(C(=CC=C2)F)F)F)C[C@@H]2N(CCC2)C(=O)C(C#N)=CC2CC2